FC1=C(C=CC=C1)[C@@H](C1(CCCC1)C)NC1=C(C(C1=O)=O)NC1=C(C(=NC=C1)C(=O)N(C)C)O (R)-4-((2-(((2-fluorophenyl)(1-methylcyclopentyl)methyl)amino)-3,4-dioxocyclobut-1-en-1-yl)amino)-3-hydroxy-N,N-dimethylpicolinamide